C(C1=CC=CC=C1)OC=1C(=NC=C(C1C)C1=CC(=CC=C1)Cl)C(=O)NCC(=O)OCC ethyl (3-(benzyloxy)-5-(3-chlorophenyl)-4-methylpicolinoyl)glycinate